O[C@@H](CO)[C@H]1OC(C(=C1O)O)=O (2R)-2-[(1S)-1,2-dihydroxyethyl]-3,4-dihydroxy-2H-furan-5-one